ClC1=C2C(=NC=C1)NC=C2C(=O)C2=C(C=C(C=C2)OC2=CC=CC=C2)Cl (4-Chloro-1H-pyrrolo[2,3-b]pyridin-3-yl)(2-chloro-4-phenoxyphenyl)methanone